(S)-(1-(naphthalen-1-yl)ethyl)phosphonic acid C1(=CC=CC2=CC=CC=C12)[C@H](C)P(O)(O)=O